O1COC2=C1C=CC(=C2)NS(=O)(=O)C=2C=C(C(=O)NC1=CC=C(C=C1)Br)C=CC2 3-(N-(benzo[d][1,3]dioxol-5-yl)sulfamoyl)-N-(4-bromophenyl)benzamide